C1(CC1)CCN(C1=C2CN(C(C2=CC=C1)=O)C1C(NC(CC1)=O)=O)C1CCC(CC1)NCCOC 3-(4-((2-cyclopropylethyl)((1r,4r)-4-((2-methoxyethyl)amino)cyclohexyl)amino)-1-oxoisoindolin-2-yl)piperidine-2,6-dione